C(CCC)NCCCO N-butyl-(3-hydroxypropyl)amine